(R)-3-hydroxypropionic acid OCCC(=O)O